7-{3-[(1,3-diethoxypropane-2-yl)carbamoyl]azetidin-1-yl}-5-methyl-4-oxo-1-(1,3-thiazol-2-yl)-1,4-dihydro-1,8-naphthyridine-3-carboxylic acid C(C)OCC(COCC)NC(=O)C1CN(C1)C1=CC(=C2C(C(=CN(C2=N1)C=1SC=CN1)C(=O)O)=O)C